p-quaterphenyl-4,4'''-dithiol C1(=CC=C(C=C1)S)C1=CC=C(C=C1)C1=CC=C(C=C1)C1=CC=C(C=C1)S